2,4,6-trinitro-1,3,5-tris(4'-nitrostyryl)benzene [N+](=O)([O-])C1=C(C(=C(C(=C1C=CC1=CC=C(C=C1)[N+](=O)[O-])[N+](=O)[O-])C=CC1=CC=C(C=C1)[N+](=O)[O-])[N+](=O)[O-])C=CC1=CC=C(C=C1)[N+](=O)[O-]